C1(CCCC1)N1C(=CC2=C1N=C(N=C2)NC2=NC=C(C=C2)N2CCNCC2)C(=O)N(C)C 7-CYCLOPENTYL-N,N-DIMETHYL-2-{[5-(PIPERAZIN-1-YL)PYRIDIN-2-YL]-AMINO}-7H-PYRROLO[2,3-D]PYRIMIDINE-6-CARBOXAMIDE